C(C)(C)(C)OC1=CC=C(CC2CC(C(C3=CC=CC=C23)=O)(F)F)C=C1 4-(4-(t-butoxy)benzyl)-2,2-difluoro-3,4-dihydronaphthalen-1(2H)-one